9-(4-methoxybenzyl)-2-methyl-9H-fluoren-9-ol COC1=CC=C(CC2(C3=CC=CC=C3C=3C=CC(=CC23)C)O)C=C1